6-((4aR,8aS)-1-(4-fluorophenyl)-6-((1-methyl-1H-1,2,3-triazol-4-yl)sulfonyl)-4,4a,5,6,7,8,8a,9-octahydro-1H-pyrazolo[3,4-g]isoquinolin-4a-yl)(4-(trifluoromethyl)pyridin-2-yl)methanone FC1=CC=C(C=C1)N1N=CC2=C1C[C@@H]1CCN(C[C@]1(C2)C2=CC(=CC(=N2)C=O)C(F)(F)F)S(=O)(=O)C=2N=NN(C2)C